C1(=CC=C(C=C1)C=1C(=NC2=CC=CC=C2N1)N)C 3-(p-tolyl)quinoxalin-2-amine